methyl (E)-3-(4-(((1-(5-chloro-4-(4-cyano-3-fluorophenyl)pyrimidin-2-yl)piperidin-4-yl)amino)methyl)phenyl)acrylate ClC=1C(=NC(=NC1)N1CCC(CC1)NCC1=CC=C(C=C1)/C=C/C(=O)OC)C1=CC(=C(C=C1)C#N)F